CCCCCCCCC(CCCCCCCC)OC(CCCCCCCN(CCCCCCCC(=O)OCCCCCCCCC)CCO)=O Heptadecan-9-yl-8-((2-hydroxyethyl)(8-(nonyloxy)-8-oxooctyl)amino)octanoate